C(C)(C)(C)OC(=O)N1CCN(CC1)C1=CC=C(C=C1)NC(=O)C1=NN2C(N=C(C=C2)N2C(COCC2)C=2C(=NC=C(C2)F)OC)=C1 tert-butyl-4-(4-(5-(3-(5-fluoro-2-methoxypyridin-3-yl)morpholino)pyrazolo[1,5-a]pyrimidine carboxamido)phenyl)piperazine-1-carboxylate